2-(bromomethyl)-octahydro-1H-indene BrCC1CC2CCCCC2C1